NC([C@H](CN(CCC[C@H](C(C)C)N1CC2(C1)CN(CC2)C=2N=CN=NC2OC2=C(C(=O)N(C(C)C)C(C)C)C=C(C=C2)F)C)C)=O 2-((5-(2-((R)-6-(((S)-3-amino-2-methyl-3-oxopropyl)(methyl)amino)-2-methylhex-3-yl)-2,6-diazaspiro[3.4]oct-6-yl)-1,2,4-triazin-6-yl)oxy)-5-fluoro-N,N-diisopropylbenzamide